(R)-2-amino-N-((3S,4S)-1-(imidazo[1,5-a]pyridine-8-carbonyl)-4-phenylpiperidin-3-yl)-5-methylhexanamide N[C@@H](C(=O)N[C@@H]1CN(CC[C@H]1C1=CC=CC=C1)C(=O)C=1C=2N(C=CC1)C=NC2)CCC(C)C